Sulfo-tert-butyl 3-((5-bromo-1-(difluoromethyl)-2-oxo-1,2-dihydropyridin-3-yl)oxy)azetidine-1-carboxylate BrC=1C=C(C(N(C1)C(F)F)=O)OC1CN(C1)C(=O)OC(CS(=O)(=O)O)(C)C